5-chloro-4',4'-difluoro-2-({[(3S)-oxolan-3-yl]amino}methyl)-7,8-dihydro-6H-spiro[[1,3]oxazolo[5,4-f]quinazoline-9,1'-cyclohexane]-7-one ClC=1C=C2C(=C3C1NC(NC31CCC(CC1)(F)F)=O)OC(=N2)CN[C@@H]2COCC2